bis(2-hydroxypropyl)p-toluidine OC(CN(C1=CC=C(C=C1)C)CC(C)O)C